COC=1C=C(C=C2CCC(OC12)C=1C=NC(=CC1)C)CN (8-methoxy-2-(6-methylpyridin-3-yl)chroman-6-yl)methylamine